C(C=C)(=O)N1[C@H](C[C@H](C1)N1C=NC=2C(=NC=3C(=C(C(=CC3C21)Cl)C2=C(C(=CC=C2)C)C)F)N2CC(C2)N(C)C)CC#N 2-((2R,4R)-1-acryloyl-4-(8-chloro-4-(3-(dimethylamino)azetidin-1-yl)-7-(2,3-dimethylphenyl)-6-fluoro-1H-imidazo[4,5-c]quinolin-1-yl)pyrrolidin-2-yl)acetonitrile